4-pyridazineacetic acid lithium salt [Li+].N1=NC=C(C=C1)CC(=O)[O-]